icosanyl-fluorododecyl-ammonium C(CCCCCCCCCCCCCCCCCCC)[NH2+]CCCCCCCCCCCCF